CC1=C(C(=O)N[C@H](C)C2=CC=CC3=CC=CC=C23)C=C(C=C1)N1CCN(CC1)C 2-methyl-5-(4-methylpiperazin-1-yl)-N-[(1R)-1-(1-naphthyl)ethyl]Benzamide